4-(2-(tert-Butoxycarbonylaminomethyl)-3-fluoroallyloxy)benzoic acid C(C)(C)(C)OC(=O)NCC(COC1=CC=C(C(=O)O)C=C1)=CF